D-N4-hydroxycytidine triphosphate P(O)(=O)(OP(=O)(O)OP(=O)(O)O)OC[C@@H]1[C@H]([C@H]([C@@H](O1)N1C(=O)N=C(NO)C=C1)O)O